8-((2-hydroxyethyl)amino)-7-(3-(6-isopropoxypyridin-3-yl)benzyl)-1,3-dimethyl-3,7-dihydro-1H-purine-2,6-dione OCCNC1=NC=2N(C(N(C(C2N1CC1=CC(=CC=C1)C=1C=NC(=CC1)OC(C)C)=O)C)=O)C